6-bromo-N-(4-methylpyridin-3-yl)-8,9-dihydroimidazo[1',2':1,6]pyrido[2,3-d]pyrimidin-2-amine BrC1=CC2=C(N=C(N=C2)NC=2C=NC=CC2C)N2C1=NCC2